tert-butyl 2-(5-(5-((cycloheptylcarbamoyl)oxy)-2-methoxyphenyl)pyridin-3-yl)-1H-pyrrole-1-carboxylate C1(CCCCCC1)NC(=O)OC=1C=CC(=C(C1)C=1C=C(C=NC1)C=1N(C=CC1)C(=O)OC(C)(C)C)OC